OC1=C(C=C(C(=N1)C(=O)N)[N+](=O)[O-])C(F)(F)F 6-hydroxy-3-nitro-5-(trifluoromethyl)pyridine-2-carboxamide